FC=1C(=NC=NC1N(C(C)C1=C(C=CC=C1)C)C)NC[C@@H]1[C@H](CN(CC1)CC(=O)N)O ((3R,4R)-4-(((5-fluoro-6-(methyl(1-(o-tolyl)ethyl)amino)pyrimidin-4-yl)amino)methyl)-3-hydroxypiperidin-1-yl)acetamide